ClC1=C(CNC(=O)C2=CC=C(C(=O)O)C=C2)C=CC(=C1)Cl 4-((2,4-dichlorobenzyl)carbamoyl)benzoic acid